N-(2,6-diethylphenyl)-8-(2-methoxy-4-piperazin-1-yl-anilino)-1-methyl-4,5-dihydropyrazolo[4,3-h]quinazoline-3-carboxamide C(C)C1=C(C(=CC=C1)CC)NC(=O)C1=NN(C2=C1CCC=1C=NC(=NC21)NC2=C(C=C(C=C2)N2CCNCC2)OC)C